(S)-1-benzyl 2-(6-(trifluoromethyl)-1,2,3,4-tetrahydronaphthalen-1-yl) pyrrolidine-1,2-dicarboxylate N1(C(CCC1)C(=O)O[C@H]1CCCC2=CC(=CC=C12)C(F)(F)F)C(=O)OCC1=CC=CC=C1